C(CCCCCCCCCCCCCCCCCCCC)C1=CC=CC2=CC=CC=C12 heneicosyl-naphthalene